methylenebis(hydroxyphenyl-benzotriazole) C(C1=C(C(=CC=2NN=NC21)O)C2=CC=CC=C2)C2=C(C(=CC=1NN=NC12)O)C1=CC=CC=C1